((1S,2'S,6'S)-2'-methyl-6'-(1-methyl-1H-1,2,3-triazol-4-yl)-1'-(2,2,2-trifluoroacetyl)spiro[isochromane-1,4'-piperidin]-6-yl)boronic acid C[C@@H]1N([C@@H](C[C@]2(C1)OCCC1=CC(=CC=C12)B(O)O)C=1N=NN(C1)C)C(C(F)(F)F)=O